O=C(C(C(=O)O)O)C(=O)O oxomalic acid